methyl 1-(4-allyl-2,6-dimethylphenyl)-4-(bis(4-methoxybenzyl)amino)-6-oxo-1,6-dihydropyrimidine-5-carboxylate C(C=C)C1=CC(=C(C(=C1)C)N1C=NC(=C(C1=O)C(=O)OC)N(CC1=CC=C(C=C1)OC)CC1=CC=C(C=C1)OC)C